CC1=CN(C2=C1C=NC=C2)C(C(=O)NC2=C(C=CC(=C2)N2CCNCC2)C)C 2-(3-methyl-1H-pyrrolo[3,2-c]pyridin-1-yl)-N-(2-methyl-5-(piperazin-1-yl)phenyl)propanamide